C1(CCC1)NCC1CN(CC1)C1=CC=C(N=N1)C1=C(C=C(C=C1)C1=CN=NC(=C1)OC)O 2-(6-{3-[(cyclobutylamino)methyl]pyrrolidin-1-yl}pyridazin-3-yl)-5-(6-methoxypyridazin-4-yl)phenol